(1R,2S,5S)-8-((2,4-dichlorobenzyl)(ethyl)carbamoyl)-3-(diphenylcarbamoyl)-3,8-diazabicyclo[3.2.1]octane-2-carboxylic acid ClC1=C(CN(C(=O)N2[C@H]3[C@H](N(C[C@@H]2CC3)C(N(C3=CC=CC=C3)C3=CC=CC=C3)=O)C(=O)O)CC)C=CC(=C1)Cl